tert-Butyl N-[2-[5-[[2-(2-adamantyl)acetyl]amino]-1H-benzimidazol-2-yl]ethyl]carbamate C12C(C3CC(CC(C1)C3)C2)CC(=O)NC2=CC3=C(NC(=N3)CCNC(OC(C)(C)C)=O)C=C2